BrC1=CC=C(N)C(=C1)C(F)(F)F 4-bromo-6-trifluoromethyl-aniline